tert-butylcuminylperoxide C(C)(C)(C)OOCC1=CC=C(C(C)C)C=C1